COC1=C(C=CC(=C1)C(F)(F)F)C1(CC1)C(=O)O 1-[2-methoxy-4-(trifluoromethyl)phenyl]cyclopropane-1-carboxylic acid